(S)-2-(1-amino-1,3-dihydrospiro[indene-2,4'-piperidine]-1'-yl)pyrimidine-4-carbonitrile N[C@@H]1C2=CC=CC=C2CC12CCN(CC2)C2=NC=CC(=N2)C#N